COC1=C(C(=C(C=C1F)F)F)B(C1=C(C(=CC(=C1F)F)F)OC)C1=C(C(=CC(=C1F)F)F)OC Tris(2-methoxy-3,5,6-trifluorophenyl)boron